(R)-3-((5-(2-methoxy-4-methylphenyl)pyrido[2,3-d]pyridazin-8-yl)amino)piperidine COC1=C(C=CC(=C1)C)C1=C2C(=C(N=N1)N[C@H]1CNCCC1)N=CC=C2